5-(4-fluoroisoindolin-2-yl)-3-isopropyl-N-(3-methoxyphenyl)-7-(1H-pyrazol-4-yl)pyrazolo[1,5-a]pyrimidine-2-carboxamide FC1=C2CN(CC2=CC=C1)C1=NC=2N(C(=C1)C=1C=NNC1)N=C(C2C(C)C)C(=O)NC2=CC(=CC=C2)OC